NC1=C(C=C(C(=O)O)C=C1)Br 4-Amino-3-bromobenzoic acid